C(O)(O)=O.C=C=C Methylene Ethylene Carbonate